ClC1=CC2=C(C(=C(O2)C)C(=O)NC2C(CNCC2)(F)F)C=C1OCC=1C(=NC=CC1)C(F)(F)F 6-chloro-N-(3,3-difluoropiperidin-4-yl)-2-methyl-5-((2-(trifluoromethyl)pyridin-3-yl)methoxy)-benzofuran-3-carboxamide